ClC1=CC=C(C=C1)C=1C2=C(N3CC4COCCN4C(C31)=O)C=CC=N2 13-(4-Chlorophenyl)-6a,7,9,10-tetrahydro-6H,12H-pyrido[2'',3'':4',5']pyrrolo[1',2':4,5]pyrazino[2,1-c][1,4]oxazin-12-one